1-cyclopropyl-6-fluoro-7-[4-(2-hydroxyethyl)piperazin-1-yl]-3-({[(3S)-1-(6-methylpyridin-3-yl)piperidin-3-yl][(2-methylpyridin-4-yl)methyl]amino}methyl)-1,4-dihydroquinolin C1(CC1)N1C=C(CC2=CC(=C(C=C12)N1CCN(CC1)CCO)F)CN(CC1=CC(=NC=C1)C)[C@@H]1CN(CCC1)C=1C=NC(=CC1)C